(1-(4,4-Difluorocyclohexyl)-6-oxo-1,6-dihydropyridin-3-yl)carbamic acid tert-butyl ester C(C)(C)(C)OC(NC1=CN(C(C=C1)=O)C1CCC(CC1)(F)F)=O